methyl 4'-((3-((2-(5-fluoroisoindolin-2-yl)-2-oxoethyl)amino)adamantan-1-yl)carbamoyl)-[1,1'-biphenyl]-4-carboxylate FC=1C=C2CN(CC2=CC1)C(CNC12CC3(CC(CC(C1)C3)C2)NC(=O)C2=CC=C(C=C2)C2=CC=C(C=C2)C(=O)OC)=O